COC=1C=C(OCC=2N=NNC2)C=CC1 4-[(3-methoxyphenoxy)methyl]-1H-1,2,3-triazole